8-(4-(4-Isopropylpiperazin-1-yl)phenyl)-7-(3-methoxyphenyl)-5,6-dihydronaphthalen-2-ol C(C)(C)N1CCN(CC1)C1=CC=C(C=C1)C1=C(CCC=2C=CC(=CC12)O)C1=CC(=CC=C1)OC